C(#N)C=1C=CC=2C3=C(NC2C1)C(=C(C=N3)C(=O)NC[C@H](C(C)(C)O)F)NC(C)C (R)-7-cyano-N-(2-fluoro-3-hydroxy-3-methylbutyl)-4-(isopropylamino)-5H-pyrido[3,2-B]indole-3-carboxamide